ClC1=CC=C(C=C1)C1=NC2=C(N1CCCC1=CC=CC=C1)C=C(C=C2)C (4-chlorophenyl)-6-methyl-1-(3-phenylpropyl)-1H-benzo[d]Imidazole